Trifluoromethyl-phenylpropionaldehyde FC(F)(F)C(C=O)(C)C1=CC=CC=C1